C(C)(C)(C)[N] tert-butyl-nitrogen